C(C)(=O)C1=CC(=C(COC2=CC=CC(=N2)C2CCN(CC2)CC2=NC3=C(N2C[C@H]2OCC2)C=C(C=C3)C(=O)O)C=C1)OC(F)(F)F (S)-2-((4-(6-((4-acetyl-2-(trifluoromethoxy)benzyl)oxy)pyridin-2-yl)piperidin-1-yl)methyl)-1-(oxetan-2-ylmethyl)-1H-benzo[d]imidazole-6-carboxylic acid